diphenylspirobifluorenylphosphine oxide C1(=CC=CC=C1)P(C=1C2(C3=CC4=CC=CC=C4C3=CC1)C=CC=C1C3=CC=CC=C3C=C12)(C1=CC=CC=C1)=O